NC=1NC(C(=C(N1)N)NC(=O)NC=1C=CC(=NC1)C(=O)N[C@H](C(=O)O)C(C)C)=O (2S)-2-[(5-{[(2,4-diamino-6-oxo-1,6-dihydropyrimidin-5-yl)carbamoyl]amino}pyridin-2-yl)formamido]-3-methylbutanoic acid